C(C)OC(/C(=C/C(C)=O)/F)=O (Z)-2-fluoro-4-oxopent-2-enoic acid ethyl ester